COC(=O)C1CCNCC1.C(N)(=O)C1=NC(=NC=C1)N1CCC(CC1)C(=O)OC Methyl 1-(4-carbamoylpyrimidin-2-yl)piperidine-4-carboxylate Methyl-piperidine-4-carboxylate